3'-methyl-4-pentyl-3-(pyridin-3-ylsulfonyl)-[1,1'-biphenyl]-2,6-diol CC=1C=C(C=CC1)C=1C(=C(C(=CC1O)CCCCC)S(=O)(=O)C=1C=NC=CC1)O